7-(Cyclopentylamino)-5-fluoro-2-(((1-(oxetan-3-yl)piperidin-4-yl)thio)methyl)quinazolin-4(3H)-one C1(CCCC1)NC1=CC(=C2C(NC(=NC2=C1)CSC1CCN(CC1)C1COC1)=O)F